OC=1C=C(C=CC1)NC=1SC2=C(N1)CC[C@@]1([C@H]3CC[C@]/4([C@H]([C@@H]3CC=C12)CC\C4=N/O)C)C (5aR,5bS,7aS,10aS,10bR,E)-2-((3-hydroxyphenyl)amino)-5a,7a-dimethyl-4,5,5a,5b,6,7,7a,9,10,10a,10b,11-dodecahydro-8H-cyclopenta[7,8]phenanthro[2,1-d]thiazol-8-one oxime